C[C@@H]1CC[C@H]2[C@@H](N1)C1=C(O2)C=C(C=C1)OC(F)(F)F |r| (Rac)-(2R,4aS,9bS)-2-methyl-7-(trifluoromethoxy)-1,2,3,4,4a,9b-hexahydrobenzofuro[3,2-b]pyridine